2,2-dimethyl-3-oxo-3-((2-(1-trityl-1H-imidazol-4-yl)ethyl)amino)propanoic acid CC(C(=O)O)(C(NCCC=1N=CN(C1)C(C1=CC=CC=C1)(C1=CC=CC=C1)C1=CC=CC=C1)=O)C